ClC1=CC2=C(OC(CN2)C(=O)NCC)C=C1C=1C(=NOC1C)C 6-chloro-7-(3,5-dimethylisoxazol-4-yl)-N-ethyl-3,4-dihydro-2H-benzo[b][1,4]Oxazine-2-carboxamide